O=C1C2=CC=CC=C2C=2C=CC(=CC12)C=1N=NNC1C(=O)O 4-(9-oxo-9H-fluoren-2-yl)-1H-1,2,3-triazole-5-carboxylic acid